N-(4-((3-amino-5-methylpyridin-2-yl)oxy)phenyl)-N-methylacrylamide NC=1C(=NC=C(C1)C)OC1=CC=C(C=C1)N(C(C=C)=O)C